tributyl-cyclohexane phosphonium hydroxide [OH-].[PH4+].C(CCC)C1C(CCCC1)(CCCC)CCCC